tert-butyl (R)-4-(2-(3-(3-((4-(1H-pyrrolo[2,3-b]pyridin-3-yl)benzyl)(cyclopropyl) carbamoyl)piperidin-1-yl)phenoxy)-2-methylpropanoyl)piperazine-1-carboxylate N1C=C(C=2C1=NC=CC2)C2=CC=C(CN(C(=O)[C@H]1CN(CCC1)C=1C=C(OC(C(=O)N3CCN(CC3)C(=O)OC(C)(C)C)(C)C)C=CC1)C1CC1)C=C2